COC=1C=C(CN2CCSCC2)C=C(C1)OC 4-(3,5-dimethoxybenzyl)thiomorpholine